C(C)(C)(C)OC(N[C@@H](CC=C)C1=CC(=CC=C1)C1=C(C=NN1C([2H])([2H])[2H])[N+](=O)[O-])=O tert-butyl-N-[(1S)-1-{3-[1-(2H3)methyl-4-nitro-1H-pyrazol-5-yl]phenyl}but-3-en-1-yl]carbamate